CC1(COC1)COC1=CC=2N(C=C1)C(=CN2)C2=NC1=C(C=CC=C1C=C2)O 2-[7-[(3-methyloxetan-3-yl)methoxy]imidazo[1,2-a]pyridin-3-yl]quinolin-8-ol